tert-butyl 3-acetamido-5-(2-((3aR,5r,6aS)-2-(tert-butoxycarbonyl)octahydrocyclopenta[c]pyrrol-5-yl)ethyl)-1H-indole-1-carboxylate C(C)(=O)NC1=CN(C2=CC=C(C=C12)CCC1C[C@@H]2[C@@H](CN(C2)C(=O)OC(C)(C)C)C1)C(=O)OC(C)(C)C